C1(=CC(=CC=C1)OCC1=CC=C(C=N1)C=1OC(=NN1)C(F)F)C1=CC=CC=C1 2-(6-(([1,1'-biphenyl]-3-yloxy)methyl)pyridin-3-yl)-5-(difluoromethyl)-1,3,4-oxadiazole